N[C@@H](C(=O)OC)CC1=C(C=C(C=C1F)Br)F (R)-Methyl 2-amino-3-(4-bromo-2,6-difluorophenyl)propanoate